Ethyl (S)-3-(3-bromo-2-fluoro-5-(trifluoromethyl)phenyl)-3-(((R)-tert-butylsulfinyl)amino)propanoate BrC=1C(=C(C=C(C1)C(F)(F)F)[C@H](CC(=O)OCC)N[S@](=O)C(C)(C)C)F